methyl 2-((4-(4-((4-chloro-2-fluorobenzofuran-7-yl)methoxy)-5-fluoropyrimidin-2-yl)cyclohex-3-en-1-yl)methyl)-1-(2-methoxyethyl)-1H-benzo[d]imidazole-6-carboxylate ClC1=CC=C(C2=C1C=C(O2)F)COC2=NC(=NC=C2F)C2=CCC(CC2)CC2=NC1=C(N2CCOC)C=C(C=C1)C(=O)OC